5-bromo-7-(2-methoxyethoxy)-2-methylindazole BrC1=CC2=CN(N=C2C(=C1)OCCOC)C